CC1=C(C=2CC3=CC=CC=C3C2C=C1)Cl Methylchlorofluorene